ClCCCOC1=NC=C(C=C1)OC 2-(3-Chloropropoxy)-5-methoxy-pyridine